N-piperidylpyrazole N1(CCCCC1)N1N=CC=C1